5-(1-(2,5-difluorobenzyl)-4-hydroxypiperidin-4-yl)-2-(2,6-dioxopiperidin-3-yl)isoindoline-1,3-dione FC1=C(CN2CCC(CC2)(O)C=2C=C3C(N(C(C3=CC2)=O)C2C(NC(CC2)=O)=O)=O)C=C(C=C1)F